(2S,5R)-6-hydroxy-7-oxo-N-sulfamoyl-1,6-diazabicyclo[3.2.1]octane-2-carboximidamide ON1[C@@H]2CC[C@H](N(C1=O)C2)C(NS(N)(=O)=O)=N